sodium 2,2'-methylene-bis(4-ethyl-6-tert-butylphenyl) phosphate P1(=O)(OC2=C(C=C(C=C2C(C)(C)C)CC)CC2=C(C(=CC(=C2)CC)C(C)(C)C)O1)[O-].[Na+]